2-((1H-pyrazol-3-yl)methyl)-6-((1-(difluoromethyl)-1H-pyrazol-4-yl)sulfonyl)phthalazin-1(2H)-one N1N=C(C=C1)CN1C(C2=CC=C(C=C2C=N1)S(=O)(=O)C=1C=NN(C1)C(F)F)=O